BrC1=CC=CC(=N1)C=1N2C(=NN1)CC(C2)(C)C 3-(6-Bromopyridin-2-yl)-6,6-dimethyl-6,7-dihydro-5H-pyrrolo[2,1-c][1,2,4]triazole